ClC1=CC=C(C(=N1)CCl)C(C)O 1-(6-chloro-2-(chloromethyl)pyridin-3-yl)ethanol